ethyl (E)-2-(2-(2-(5-cyano-6-oxo-2-thioxo-1,2,3,6-tetrahydropyrimidin-4-yl) vinyl)-4-methoxyphenoxy)acetate C(#N)C1=C(NC(NC1=O)=S)/C=C/C1=C(OCC(=O)OCC)C=CC(=C1)OC